(S)-3-(3-fluoro-4-(6-(2-ethyl-2H-tetrazol-5-yl)pyridin-3-yl)phenyl)-5-(1-hydroxyethyl)oxazolidin-2-one FC=1C=C(C=CC1C=1C=NC(=CC1)C=1N=NN(N1)CC)N1C(O[C@@H](C1)C(C)O)=O